(2R,3S)-2-(3-(5-chloro-7-(3-fluorophenyl)-1H-benzo[d]imidazol-1-yl)propyl)piperidin-3-ol ClC1=CC2=C(N(C=N2)CCC[C@H]2NCCC[C@@H]2O)C(=C1)C1=CC(=CC=C1)F